(R)-8-methoxy-2-((tetrahydrofuran-3-yl)methyl)-N-(6-(trifluoromethyl)pyridin-2-yl)imidazo[1,2-a]pyrazine-6-carboxamide COC=1C=2N(C=C(N1)C(=O)NC1=NC(=CC=C1)C(F)(F)F)C=C(N2)C[C@H]2COCC2